2-[METHYL(([(2-METHYL-4-OXOPENTAN-3-YL)CARBAMOYL]METHYL))AMINO]ACETIC ACID CN(CC(=O)O)CC(NC(C(C)C)C(C)=O)=O